6,7-dimethoxy-2-methyl-N-[(1R)-1-{3-[(1E)-prop-1-en-1-yl]phenyl}ethyl]quinazolin-4-amine COC=1C=C2C(=NC(=NC2=CC1OC)C)N[C@H](C)C1=CC(=CC=C1)\C=C\C